N-pentyldecane-1,10-diamine C(CCCC)NCCCCCCCCCCN